C(C)(C)C1CC=2C=CC=C3C(CCN1C23)NCC[C@]2(CCOC3(CCCC3)C2)C2=NC=CC=C2 2-isopropyl-N-(2-((R)-9-(pyridin-2-yl)-6-oxaspiro[4.5]decan-9-yl)ethyl)-1,2,5,6-tetrahydro-4H-pyrrolo[3,2,1-ij]quinolin-6-amine